piperidine-2,6-dione monoformate salt C(=O)O.N1C(CCCC1=O)=O